FC1=C(C=C(C(=O)N[C@@H]2[C@H](CCCC2)O)C=C1)C=O 4-fluoro-3-formyl-N-[(1S,2S)-2-hydroxycyclohexyl]Benzamide